sulfanylpentanoic acid SC(C(=O)O)CCC